4-(benzyloxy)-5-(1,3-dioxolan-2-yl)-2-fluorobenzoic acid C(C1=CC=CC=C1)OC1=CC(=C(C(=O)O)C=C1C1OCCO1)F